2-(2-cyclopropyl-4-(difluoromethoxy)-6-isopropylphenyl)-N-(4-((dimethylamino)methyl)-2-methylphenylsulfonimidoyl)acetamide C1(CC1)C1=C(C(=CC(=C1)OC(F)F)C(C)C)CC(=O)NS(=O)(=N)C1=C(C=C(C=C1)CN(C)C)C